(2S,4R)-4-cyclobutoxypyrrolidine-2-carboxylic acid C1(CCC1)O[C@@H]1C[C@H](NC1)C(=O)O